ClC=1C(=NC(=NC1)NCCC1=CC=CC=C1)NC1=C(C=CC=C1)C 5-chloro-N2-phenethyl-N4-(o-tolyl)pyrimidine-2,4-diamine